CC1=NC=NN1CCCC=1N=C(SC1)N 4-(3-(5-methyl-1H-1,2,4-triazole-1-yl)propyl)thiazole-2-amine